C(C1=CC=CC=C1)[C@H]1N(OCC1)C1=CC(=NC=N1)NC=1C(=CC(=C(C1)C(C(=O)N)=C)N1CCOCC1)OC (5-((6-((R)-3-benzylisoxazolidin-2-yl)pyrimidin-4-yl)amino)-4-methoxy-2-morpholinophenyl)acrylamide